5-(2,8-dimethylimidazo[1,2-b]pyridazin-6-yl)-2-{3-[(3R)-3-methylpiperazin-1-yl]-1,2,4-triazin-6-yl}phenol dihydrochloride Cl.Cl.CC=1N=C2N(N=C(C=C2C)C=2C=CC(=C(C2)O)C2=CN=C(N=N2)N2C[C@H](NCC2)C)C1